C(CCCCCCCCCCCCCCC)OC(C1=CC(=C(C(=C1)C(C)(C)C)O)C(C)(C)C)=O hexadecyl-3,5-di-tert-butyl-4-hydroxybenzoate